CN(CCNC)C N,N,N'-trimethylethylene-diamine